Cl.C1(=CC=CC=C1)[C@H](CN)C (R)-2-phenyl-1-propylamine hydrochloride